(S)-2-(5-methoxy-1-methyl-1H-pyrazol-4-yl)-N-(2-methyl-5-(2-(2-methylpyrrolidin-1-yl)acetamido)pyridin-3-yl)-1H-pyrrolo[2,3-b]pyridine-5-carboxamide COC1=C(C=NN1C)C1=CC=2C(=NC=C(C2)C(=O)NC=2C(=NC=C(C2)NC(CN2[C@H](CCC2)C)=O)C)N1